O[C@H]([C@@H](CC(=O)O)C(=O)O)C(=O)O (1R,2R)-1-hydroxypropane-1,2,3-tricarboxylic acid